NC1=CC=C(C=C1)C(C(=O)NC(C)(C)C)N(C(C#C)=O)C1=CC=C(C=C1)S(=O)(=O)C N-(1-(4-Aminophenyl)-2-(tert-butylamino)-2-oxoethyl)-N-(4-(methylsulfonyl)-phenyl)propiolamide